m-tolyl-trichlorosilane C1(=CC(=CC=C1)[Si](Cl)(Cl)Cl)C